1-(2-Hydroxyphenyl)-3-(3',4',5'-trimethoxyphenyl)prop-2-en-1-one OC1=C(C=CC=C1)C(C=CC1=CC(=C(C(=C1)OC)OC)OC)=O